NC1=NC=NC2=C1C1=C(CNC(N3C1=CC=1C=C(C=CC31)C)=O)N2C(C)C 1-amino-5-isopropyl-12-methyl-6,7-dihydropyrimido[5'',4'':4',5']pyrrolo[2',3':5,6][1,3]diazepino[1,7-a]indol-8(5H)-one